Cl.Cl.C1NCC12CC(C2)OC2=CC1=C(C(N(CCO1)C[C@@H](CN1CC3=CC=CC=C3CC1)O)=O)C=C2 8-(2-azaspiro[3.3]heptan-6-yloxy)-4-[(2R)-3-(3,4-dihydro-1H-isoquinolin-2-yl)-2-hydroxy-propyl]-2,3-dihydro-1,4-benzoxazepin-5-one dihydrochloride